5-(3-Chloro-2-fluoro-6-(1H-tetrazol-1-yl)phenyl)-2-((R*)-1-(4-(4-((methoxycarbonyl)amino)phenyl)-1H-pyrazol-1-yl)-2-((S*)-tetrahydro-2H-pyran-2-yl)ethyl)pyridine 1-oxide ClC=1C(=C(C(=CC1)N1N=NN=C1)C=1C=CC(=[N+](C1)[O-])[C@@H](C[C@H]1OCCCC1)N1N=CC(=C1)C1=CC=C(C=C1)NC(=O)OC)F |o1:19,21|